C(C=C)(=O)OCC1=CC(=CC=C1)C=1C=NC(=CC1)N1CCOCC1 (2E)-3-[6-(morpholin-4-yl) pyridin-3-yl]Benzyl prop-2-enoate